4-Aminophenyl β-D-Galactopyranoside (4-amino-Phenyl β-D-Galactopyranoside) NC1=CC=C(C=C1)[C@]1(O)[C@H](O)[C@@H](O)[C@@H](O)[C@H](O1)CO.O([C@H]1[C@H](O)[C@@H](O)[C@@H](O)[C@H](O1)CO)C1=CC=C(C=C1)N